IC=1C(=C2C(=NC(=NN2C1)C=1N(C=CN1)C)NCC1=CC=C(C=C1)OC)C 6-Iodo-N-(4-methoxybenzyl)-5-methyl-2-(1-methyl-1H-imidazol-2-yl)pyrrolo[2,1-f][1,2,4]triazin-4-amine